O1COC2=C1C=CC(=C2)C=2NC(N(C2)C)=NC(C2=C(C=CC=C2)F)=O N-(4-(Benzo[d][1,3]dioxol-5-yl)-1-methyl-1,3-dihydro-2H-imidazol-2-ylidene)-2-fluorobenzamide